Cl.C(C1=CC=CC=C1)OCCN[C@H](C)C1=CC(=C(C(=C1)OC)Br)OC (1R)-N-[2-(benzyloxy)ethyl]-1-(4-bromo-3,5-dimethoxyphenyl)ethan-1-amine hydrochloride